3-cyano-N-(1-(2-(2-(trifluoromethyl)pyridin-4-yl)thiazol-5-yl)ethyl)benzamide C(#N)C=1C=C(C(=O)NC(C)C2=CN=C(S2)C2=CC(=NC=C2)C(F)(F)F)C=CC1